O1[C@@H](C1)C(=O)N1CCC(CC1)N[C@H]1CCC2=CC(=CC=C12)N1C(=NC=2C1=NC(=CC2)N2N=CC=C2)C=2C(=NC=CC2)N 3-{3-[(1S)-1-({1-[(2S)-oxirane-2-carbonyl]piperidin-4-yl}amino)-2,3-dihydro-1H-inden-5-yl]-5-(pyrazol-1-yl)imidazo[4,5-b]pyridin-2-yl}pyridin-2-amine